6-(4-(3H-imidazo[4,5-b]pyridin-7-yl)-1H-pyrazol-1-yl)pyridin N1=CNC2=NC=CC(=C21)C=2C=NN(C2)C2=CC=CC=N2